FC1=C(C=CC=C1F)[C@H]1[C@@H](C1)C=1C=2N(N=C(C1)C=1C(NC(NC1)=O)=O)C=CN2 5-(8-((1R,2R)-2-(2,3-difluorophenyl)cyclopropyl)imidazo[1,2-b]pyridazin-6-yl)pyrimidine-2,4(1H,3H)-dione